NC1=C(C2=C(S1)C(=CC=C2C2=C1C=CN3C1=C(C=C2F)C(N2[C@H](CC3)CNCC2)=O)F)C#N 2-Amino-7-fluoro-4-((R)-2-fluoro-14-oxo-8,8a,9,10,11,12-hexahydro-7H,14H-pyrazino[1',2':5,6][1,5]diazocino[3,2,1-hi]indol-3-yl)benzo[b]thiophene-3-carbonitrile